N1C(NC(N=C1)=O)=O 1,3,5-triazin-2,4-dione